(2S,4R)-2-formylamino-4-((4-cyanophenyl)sulfonylamino)pyrrolidine-1-carboxylic acid tert-butyl ester C(C)(C)(C)OC(=O)N1[C@@H](C[C@H](C1)NS(=O)(=O)C1=CC=C(C=C1)C#N)NC=O